(R)-Pyrrolidin-3-ol hydrochloride Cl.N1C[C@@H](CC1)O